C(N1N=C(C=C1)NC(=O)C1=CC=C(C=N1)N1CCN(CC1)C(=O)OC(C)(C)C)([2H])([2H])[2H] tert-butyl 4-(6-((1-(methyl-d3)-1H-pyrazol-3-yl)carbamoyl)pyridin-3-yl)piperazine-1-carboxylate